2-chloro-N1-(4-chloro-3-(pyridin-2-yl)phenyl)-N4,N4-dimethylterephthalamide ClC1=C(C(=O)NC2=CC(=C(C=C2)Cl)C2=NC=CC=C2)C=CC(=C1)C(=O)N(C)C